(2S)-methyl 2-amino-3-hydroxypropionate N[C@H](C(=O)OC)CO